2-(((tert-butyldimethylsilyl)oxy)methyl)-N'-((1,2,3,5,6,7-hexahydro-s-indacen-4-yl)carbamoyl)-2-methyl-N-trityl-2,3-dihydropyrazolo[5,1-b]oxazole-7-sulfonimidamide [Si](C)(C)(C(C)(C)C)OCC1(CN2C(O1)=C(C=N2)S(=O)(NC(C2=CC=CC=C2)(C2=CC=CC=C2)C2=CC=CC=C2)=NC(NC2=C1CCCC1=CC=1CCCC21)=O)C